1-(4-bromothiazol-2-yl)cyclopropane-1-carbonitrile BrC=1N=C(SC1)C1(CC1)C#N